(3S,4R,5S,6R)-6-(acetoxymethyl)-3-(2-cyclopentylacetamido)tetrahydro-2H-pyran-2,4,5-triyl triacetate C(C)(=O)OC1O[C@@H]([C@H]([C@@H]([C@@H]1NC(CC1CCCC1)=O)OC(C)=O)OC(C)=O)COC(C)=O